tert-butyl N-(3,4-dihydro-2H-thieno[2,3-b]pyran-3-yl)-N-methyl-carbamate O1C2=C(CC(C1)N(C(OC(C)(C)C)=O)C)C=CS2